(±)-3-((6-(5-(((6-Ethylpyrimidin-4-yl)oxy)methyl)-1-methyl-1H-1,2,3-triazol-4-yl)-2-methylpyridin-3-yl)oxy)cycloheptan C(C)C1=CC(=NC=N1)OCC1=C(N=NN1C)C1=CC=C(C(=N1)C)OC1CCCCCC1